NC1=NC=2C=CC(=CC2C=2N1C=NN2)C(=O)N(C2CCC1=CC(=CC=C21)C(F)(F)F)C2=NN(C=C2)C 5-amino-N-(1-methyl-1H-pyrazol-3-yl)-N-(5-(trifluoromethyl)-2,3-dihydro-1H-inden-1-yl)-[1,2,4]triazolo[4,3-c]quinazoline-9-carboxamide